3-oxazol-yl-carboxylic acid O1CN(C=C1)C(=O)O